COCOC=1C=C(C=CC1)C1=CC=C2C(CCOC2=C1)NC(O[C@@H]1CN2CCC1CC2)=O (S)-quinuclidin-3-yl (7-(3-(methoxymethoxy)phenyl)chroman-4-yl)carbamate